ethyl 8-methyl-2-[(5-methylpyridin-2-yl)methyl]-4,5-dihydro-2H-furo[2,3-g]indazole-7-carboxylate CC1=C(OC=2CCC3=CN(N=C3C21)CC2=NC=C(C=C2)C)C(=O)OCC